BrC=1C=C2C(=CN=C(C2=CC1)NCC1=C(C=C(C=C1)OC)OC)C 6-BROMO-N-[(2,4-DIMETHOXYPHENYL)METHYL]-4-METHYLISOQUINOLIN-1-AMINE